ClC1=NC=C(C(=N1)NC1=NC2=CC=CC=C2C=C1)C#N 2-chloro-4-(quinolin-2-ylamino)pyrimidine-5-carbonitrile